(S)-3-chloro-4-(4-(1-((5-(2,4-difluorophenoxy)pyrazin-2-yl)amino)-1-oxopropan-2-yl)-2,2-dimethylpiperazine-1-carbonyl)-2-(hydroxymethyl)pyridine 1-oxide ClC=1C(=[N+](C=CC1C(=O)N1C(CN(CC1)[C@H](C(=O)NC1=NC=C(N=C1)OC1=C(C=C(C=C1)F)F)C)(C)C)[O-])CO